NC=1C(=NC2=C(C(=C(C=C2C1N([C@H]1[C@H]2CN([C@@H]1C2)C(=O)OC(C)(C)C)C(=O)OC(C)(C)C)CCC#N)Br)F)SC tert-Butyl (1R,4R,5S)-5-((3-amino-7-bromo-6-(2-cyanoethyl)-8-fluoro-2-(methylthio)-quinolin-4-yl)(tert-butoxycarbonyl)amino)-2-azabicyclo[2.1.1]hexane-2-carboxylate